(Z)-3-(4-fluoro-3-(3-(ethyl(pyrimidin-2-yl)amino)azetidine-1-carbonyl)benzylidene)isobenzofuran-1(3H)-one FC1=C(C=C(\C=C\2/OC(C3=CC=CC=C23)=O)C=C1)C(=O)N1CC(C1)N(C1=NC=CC=N1)CC